(1-methylpiperidin-4-yl)hydrazine-1-carboxamide CN1CCC(CC1)N(N)C(=O)N